C(C)N=CC1=CC=C(C=C1)O 4-(ethyliminomethyl)phenol